BrC1=CC=C(C=C1)C1(CSC1)C(=O)O 3-(4-bromophenyl)thietane-3-carboxylic acid